6-methoxy-1H-indole-3-carboxylic acid ethyl ester C(C)OC(=O)C1=CNC2=CC(=CC=C12)OC